ClC1=NC=CC(=C1)C1C(C1)(F)F 2-chloro-4-(2,2-difluorocyclopropyl)pyridine